N=1C=NN2C1C=C(C=C2)C2=CNC=1N=C(N=C(C12)OC)NC1CCN(CC1)C(C)=O 1-(4-((5-([1,2,4]triazolo[1,5-a]pyridin-7-yl)-4-methoxy-7H-pyrrolo[2,3-d]pyrimidin-2-yl)amino)piperidin-1-yl)ethan-1-one